C(N)(=O)CN1CCN(CCN(CCN(CC1)CC(N)=O)CC(N)=O)CC(N)=O 1,4,7,10-Tetrakis(carbamoylmethyl)-1,4,7,10-tetraazacyclododecane